benzimidazole-4-carbaldehyde N1=CNC2=C1C=CC=C2C=O